Methyl 4-(2-((5-amino-1,3,4-thiadiazol-2-yl)thio)acetamido)-2-hydroxybenzoate NC1=NN=C(S1)SCC(=O)NC1=CC(=C(C(=O)OC)C=C1)O